C(C)(C)C1=C(C(=CC=C1)C(C)C)N=C=N 2,6-diisopropylphenylcarbodiimide